[Si](C1=CC=CC=C1)(C1=CC=CC=C1)(C(C)(C)C)OC[C@@H]([C@H](CCC(F)(F)F)CCO)NC(OC(C)(C)C)=O tert-butyl N-[(1R,2R)-1-[[tert-butyl(diphenyl)silyl]oxymethyl]-5,5,5-trifluoro-2-(2-hydroxyethyl)pentyl]carbamate